NC1CC(N(C1)C1=CC=C(C=C1)S(=O)(=O)N1CCN(CC1)C1=NC(=CC(=C1)C(C1=CC=C(C(=O)NCCCN)C=C1)(F)F)Cl)=O 4-[[2-[4-[4-(4-amino-2-oxo-pyrrolidin-1-yl)phenyl]sulfonylpiperazin-1-yl]-6-chloro-4-pyridinyl]-difluoro-methyl]-N-(3-aminopropyl)benzamide